benzoyl benzenecarboperoxoate C1(=CC=CC=C1)C(=O)OOC(C1=CC=CC=C1)=O